F\C=C(\C(F)(F)F)/F (Z)-1,2,3,3,3-pentafluoro-1-propene